tert-butyl (R)-3-(5-methyl-6-oxopyridazin-1(6H)-yl)piperidine-1-carboxylate CC1=CC=NN(C1=O)[C@H]1CN(CCC1)C(=O)OC(C)(C)C